2'-(2-(pent-4-ynamido)ethyl)-[2,4'-bithiazole] C(CCC#C)(=O)NCCC=1SC=C(N1)C=1SC=CN1